C1(=CC=CC=2C3=CC=CC=C3CC12)COC(=O)N[C@@H](CC1=CC2=CC=CC=C2C=C1)C(=O)O N-fluorenylmethoxycarbonyl-L-3-(2-naphthyl)-alanine